FC1([C@H](CN(C[C@H]1C)C=1N=C2N(C(C1)=O)C=C(C=C2C(C)NC2=C(C(=O)OC(C)(C)C)C=CC=C2)C)C)F tert-butyl 2-((1-(2-((3S,5R)-4,4-difluoro-3,5-dimethylpiperidin-1-yl)-7-methyl-4-oxo-4H-pyrido[1,2-a]pyrimidin-9-yl)ethyl)amino)benzoate